C(C1=CC=CC=C1)NC(=O)C12NC(C3C(C1N(CC2C3)CCC(C)C)CC(C)C)=O N-benzyl-7-isobutyl-1-isopentyl-5-oxooctahydro-3aH-3,6-methanopyrrolo[3,2-b]pyridine-3a-carboxamide